C(C)N(C1=CC=C(C=C2C(C(CC(C2)C)=CC2=CC=C(C=C2)N(CC)CC)=O)C=C1)CC 2,6-bis(4'-diethylamino-benzylidene)-4-methylcyclohexanone